N1(CCCC1)CCOCCN(C(C)CC)C 2-[2-(1-pyrrolidinyl)ethoxy]ethyl-N-methyl-N-(sec-butyl)-amine